perfluorophenyl 2-((2-(2,6-dioxopiperidin-3-yl)-1-oxoisoindolin-4-yl)oxy)acetate O=C1NC(CCC1N1C(C2=CC=CC(=C2C1)OCC(=O)OC1=C(C(=C(C(=C1F)F)F)F)F)=O)=O